C(C)(=O)OC[C@@H]1OC(CCC1)OC1=C(C(=CC=C1)C(CCC(=O)OC)=O)N (2R,3R,4S,5R)-2-(Acetoxymethyl)-6-(2-amino-3-(4-methoxy-4-oxobutanoyl)phenoxy)tetrahydro-2H-pyran